C(CC)(=O)OCC(C)CC 2-ethylpropyl propanoate